(3R)-3-(4-chlorophenyl)-2-[(4-chlorophenyl)methyl]-6-(2-hydroxyprop-2-yl)-3-[(3-methyloxetan-3-yl)methoxy]-2,3-dihydro-1H-isoindol-1-one ClC1=CC=C(C=C1)[C@@]1(N(C(C2=CC(=CC=C12)C(C)(C)O)=O)CC1=CC=C(C=C1)Cl)OCC1(COC1)C